3-Methyl-6-(4,4,5,5-tetramethyl-1,3,2-dioxaborolan-2-yl)benzo[d]thiazol-2(3H)-one CN1C(SC2=C1C=CC(=C2)B2OC(C(O2)(C)C)(C)C)=O